CC1=NC(=NC=C1S(=O)(=O)N1CC2(C1)CN(C2)CC2CCOCC2)C(F)(F)F 2-((4-methyl-2-(trifluoromethyl)pyrimidin-5-yl)sulfonyl)-6-((tetrahydro-2H-pyran-4-yl)methyl)-2,6-diazaspiro[3.3]heptane